4-fluoro-1-[2-(3-methyl-1,2-oxazol-5-yl)acetyl]-N-{phenyl[4-(propan-2-yl)phenyl]methyl}pyrrolidine-2-carboxamide FC1CC(N(C1)C(CC1=CC(=NO1)C)=O)C(=O)NC(C1=CC=C(C=C1)C(C)C)C1=CC=CC=C1